COC=1C=C2C(NNC(C2=CC1OC)=O)=O 6,7-dimethoxy-2,3-dihydro-phthalazine-1,4-dione